CC(CC[C@@H](C(=O)O)NCC1=CC(=NC=C1)OC1=CC=CC=C1)(C)C (2S)-5,5-dimethyl-2-{[(2-phenoxypyridin-4-yl)methyl]amino}hexanoic acid